2-[3-(3,5-dichlorophenyl)ureido]-4-fluoro-N-propylbenzamide ClC=1C=C(C=C(C1)Cl)NC(NC1=C(C(=O)NCCC)C=CC(=C1)F)=O